3-fluoro-4-nitro-2-(trifluoromethyl)benzoic acid FC=1C(=C(C(=O)O)C=CC1[N+](=O)[O-])C(F)(F)F